(2R,4R)-4-((6-bromo-3-fluoro-4-(2-fluoropropan-2-yl)pyridin-2-yl)methyl)-2-methylpiperidine-4-carboxylic acid tert-butyl ester C(C)(C)(C)OC(=O)[C@]1(C[C@H](NCC1)C)CC1=NC(=CC(=C1F)C(C)(C)F)Br